8-[(1R)-1-[(2-Benzylsulfanyl-6-chloro-3-pyridyl)oxy]ethyl]-2-(6,7-dihydro-4H-pyrazolo[5,1-c][1,4]oxazin-3-yl)-3,6-dimethyl-chromen-4-one C(C1=CC=CC=C1)SC1=NC(=CC=C1O[C@H](C)C=1C=C(C=C2C(C(=C(OC12)C=1C=NN2C1COCC2)C)=O)C)Cl